3-[(1-phenylpyridin-1-ium-4-yl)oxymethyl]azetidine-1-carboxylic acid C1(=CC=CC=C1)[N+]1=CC=C(C=C1)OCC1CN(C1)C(=O)O